BrC1=CC2=C(N(C=N2)C2=NC(=C(C=C2)C(F)F)N2N=C(C=C2C)C(F)F)C=C1OC1COC1 5-bromo-1-[5-(difluoromethyl)-6-[3-(difluoromethyl)-5-methyl-pyrazol-1-yl]-2-pyridyl]-6-(oxetan-3-yloxy)benzimidazole